NC[C@@H](CN1N=CC(=C1)NC1=NC=CC(=N1)C1=CC(=C(CNC(=O)C2=CN=C(S2)C(C)(C)C)C=C1)C)O (S)-N-(4-(2-((1-(3-amino-2-hydroxypropyl)-1H-pyrazol-4-yl)amino)pyrimidin-4-yl)-2-methylbenzyl)-2-(tert-butyl)thiazole-5-carboxamide